6-oxo-5,11-dihydrobenzo[c][1]benzazepin O=C1NC2=C(CC3=C1C=CC=C3)C=CC=C2